FC1=CC=C(C=C1)[C@@](CO)(C)C=1C=NC(=NC1)N1CCNCC1 (S)-2-(4-fluorophenyl)-2-(2-(piperazin-1-yl)pyrimidin-5-yl)propan-1-ol